F[C@@H]1C[C@H](N(C1)C(C(C)N1N=CN=C1)=O)C(=O)N[C@H](C1=CC=C(C=C1)C(C)C)C1=CC=CC=C1 (2S,4R)-4-fluoro-N-[(S)-phenyl[4-(propan-2-yl)phenyl]methyl]-1-[2-(1H-1,2,4-triazol-1-yl)propanoyl]pyrrolidine-2-carboxamide